6-(2-ethoxy-3-pyridinyl)-3-isopropyl-1-methyl-N-(1H-pyrazol-3-ylmethyl)pyrazolo[3,4-b]pyridin-4-amine C(C)OC1=NC=CC=C1C=1C=C(C2=C(N1)N(N=C2C(C)C)C)NCC2=NNC=C2